[3-(oxazol-2-yl)-5-trifluoromethylphenyl]-2,4-pyrimidinediamine O1C(=NC=C1)C=1C=C(C=C(C1)C(F)(F)F)C=1C(=NC(=NC1)N)N